3-(1-acetyl-4-ethoxypiperidin-4-yl)-8-(azetidin-3-yloxy)-5-chloro-1,7-dimethyl-1,6-naphthyridin-2(1H)-one C(C)(=O)N1CCC(CC1)(OCC)C=1C(N(C2=C(C(=NC(=C2C1)Cl)C)OC1CNC1)C)=O